CC=1C(=C(C=O)C=CN1)C 2,3-DIMETHYLISONICOTINALDEHYDE